(cis-3-(2-(5,6,7,8-tetrahydro-1,8-naphthyridin-2-yl)ethyl)cyclobutyl)homoserine N1=C(C=CC=2CCCNC12)CC[C@H]1C[C@H](C1)N[C@@H](CCO)C(=O)O